carbamic acid, phenyl ester C(N)(OC1=CC=CC=C1)=O